ClC1=CC2=C(N=CN(C2=O)CC2(CCN(CC2)C(=O)C2(CC2)C)O)N1C1=CC(=CC=C1)N1N=CC(=C1)F 6-Chloro-7-(3-(4-fluoro-1H-pyrazol-1-yl)phenyl)-3-((4-hydroxy-1-(1-methylcyclopropanecarbonyl)piperidin-4-yl)methyl)-3H-pyrrolo[2,3-d]pyrimidin-4(7H)-one